ClC1=CC=C2C(=CNC2=C1Cl)S(=O)(=O)NC1=NC(=C(C=C1F)OCCF)F 6,7-dichloro-N-[3,6-difluoro-5-(2-fluoroethoxy)pyridin-2-yl]-1H-indole-3-sulfonamide